N7-indan-2-ylpyrazolo[1,5-a]pyrimidine-3,7-dicarboxamide C1C(CC2=CC=CC=C12)NC(=O)C1=CC=NC=2N1N=CC2C(=O)N